BrC=1C2=C(C(=NC1)N)C(=NN2C(C)C)I 7-bromo-3-iodo-1-isopropyl-1H-pyrazolo[4,3-c]Pyridin-4-amine